[Si](C)(C)(C(C)(C)C)OC(CN(CCCCCCCC(=O)OC(CCCCCCCC)CCCCCCCC)CCCN1C(=NC=C1)C)CCCCCCCCCCCC heptadecan-9-yl 8-((2-((tert-butyldimethylsilyl)oxy)tetradecyl)(3-(2-methyl-1H-imidazol-1-yl)propyl)amino)octanoate